6-bromo-4-nitro-1-(3-(pyrrolidin-1-yl)propyl)-1H-indazole BrC1=CC(=C2C=NN(C2=C1)CCCN1CCCC1)[N+](=O)[O-]